C(C1=CC=CC=C1)OC1=C(C(=NC(=C1)Cl)C)C(C)(C)OC 4-(benzyloxy)-6-chloro-3-(2-methoxypropan-2-yl)-2-methylpyridine